C(#N)CC(C)(C)C=1N(C2=CC=C(C=C2C1C1=CC=C(C(=O)OC)C=C1)OC)C1=CC=C(C=C1)F methyl 4-(2-(1-cyano-2-methylpropan-2-yl)-1-(4-fluorophenyl)-5-methoxy-1H-indol-3-yl)benzoate